CC1(CCC1)CN1CC=C2N1CC[C@H](C(N2C)=O)C2=NC(=NN2)C(=O)NC2CC2 1-[(1-Methylcyclobutyl)methyl]-N-(6S)-2-cyclopropyl-4-methyl-5-oxo-7,8-dihydro-6H-pyrazolo[1,5-a][1,3]diazepin-6-yl-1,2,4-triazol-3-carboxamid